bis(3,5-dimethylphenyl)vinylbenzyl-phosphine oxide CC=1C=C(C=C(C1)C)C(=CP(CC1=CC=CC=C1)=O)C1=CC(=CC(=C1)C)C